propyl maleate (dipropyl maleate) C(CC)/C(=C(/C(=O)O)\CCC)/C(=O)O.C(\C=C/C(=O)O)(=O)OCCC